C(C)(C)(C)OC(C(=C)C)=O.C(CN(CC(=O)O)CC(=O)O)N(CC(=O)O)CC(=O)O ethylenediaminetetraacetic acid tert-butyl-methacrylate